BrC=1C(=NC=CC1)N1C=C(C(C2=CC(=C(C(=C12)Cl)N1CCNCC1)F)=O)C(=O)O 1-(3-bromo-2-pyridyl)-8-chloro-6-fluoro-1,4-dihydro-7-piperazinyl-4-oxo-3-quinolinecarboxylic acid